4-hydroxy-2-methoxybenzonitrile OC1=CC(=C(C#N)C=C1)OC